ClC1=C(C(=O)N2C=C(C=3C2=NC=C(C3)C=3C=NC(=CC3)N3CCC(CC3)NC)C(C3=C(C(=CC=C3F)NS(N(C)CC)(=O)=O)F)=O)C(=CC=C1)Cl 1-(2,6-dichlorobenzoyl)-3-[3-[[ethyl(methyl)sulfamoyl]amino]-2,6-difluoro-benzoyl]-5-[6-[4-(methylamino)-1-piperidyl]-3-pyridyl]pyrrolo[2,3-b]pyridine